O[C@H](COC=1C=C(C=CC1)S(=O)(=O)NC)CNC1COC2(C1)CCN(CC2)S(=O)(=O)C2=CC(=CC=C2)OC2=C(C=CC=C2)C(F)(F)F 3-((2S)-2-hydroxy-3-(8-(3-(2-(trifluoromethyl)phenoxy)phenylsulfonyl)-1-oxa-8-azaspiro[4.5]decan-3-ylamino)propoxy)-N-methylbenzenesulfonamide